C(C)(C)(C)OC(=O)N1C[C@H](OCC(C1)(O)C=C)C(=O)O (2S)-4-[(tert-butoxy)carbonyl]-6-ethenyl-6-hydroxy-1,4-oxazepane-2-carboxylic acid